C12(CC3CC(CC(C1)C3)C2)CN2N=CC(=C2C)C2=C(C=3N(C=C2)C(=CN3)C=3C=NC(=NC3)NC=3SC2=C(N3)C=CC=C2)C(=O)OC methyl 7-(1-(adamantan-1-ylmethyl)-5-methyl-1H-pyrazol-4-yl)-3-(2-(benzo[d]thiazol-2-ylamino)pyrimidin-5-yl)imidazo[1,2-a]pyridine-8-carboxylate